NC=1C=NN2C1C=CC=C2N(CCO)CCO 2-[(3-aminopyrazolo[1,5-a]pyridin-7-yl)(2-hydroxyethyl)amino]ethanol